sodium isooctyl-succinic acid C(CCCCC(C)C)C(C(=O)O)CC(=O)O.[Na]